C(CCC)[Sn](C1=NC=CC=C1)(CCCC)CCCC tributyl-(2-pyridinyl)stannane